1-(1-(6-amino-[3,4'-bipyridyl]-2'-yl)propyl)-4-(5-chloro-2-(1H-tetrazol-1-yl)phenyl)-5-methoxypyridin NC1=CC=C(C=N1)C1=CC(=NC=C1)C(CC)N1CC=C(C(=C1)OC)C1=C(C=CC(=C1)Cl)N1N=NN=C1